N-(adamantan-1-yl)-2-((6-isopropoxy-2-oxo-1,2-dihydropyrimidin-4-yl)oxy)acetamide C12(CC3CC(CC(C1)C3)C2)NC(COC2=NC(NC(=C2)OC(C)C)=O)=O